2-(2,5-difluoro-4-pentyloxy-phenyl)-3,4-difluoro-5-propoxy-phenol FC1=C(C=C(C(=C1)OCCCCC)F)C1=C(C=C(C(=C1F)F)OCCC)O